FC([C@H](CN=CC=1OC2=C(C1)C=CC(=C2)[N+](=O)[O-])N)(F)F (S)-1,1,1-trifluoro-3-(((6-nitrobenzofuran-2-yl)methylene)amino)propan-2-amine